(2S)-2-[[2-(3-methyl-4-methylsulfonyl-anilino)-5-(5-methyloxazol-2-yl)pyrimidin-4-yl]amino]-2-phenyl-ethanol CC=1C=C(NC2=NC=C(C(=N2)N[C@H](CO)C2=CC=CC=C2)C=2OC(=CN2)C)C=CC1S(=O)(=O)C